FC1(CN(C1)C1=CC=C(C=N1)COC1=CC=C(C=C1)C=1C=C(C(NC1C(F)(F)F)=O)C(=O)N)F 5-(4-((6-(3,3-difluoroazetidin-1-yl)pyridin-3-yl)methoxy)phenyl)-2-oxo-6-(trifluoromethyl)-1,2-dihydropyridine-3-carboxamide